ClC=1C=C(C=C(C1)S(=O)(=O)C)NC(=O)C1=CN(C(=C1)C)C1=NC=C(C=N1)N1CC(CC1)(F)F N-(3-chloro-5-(methylsulfonyl)phenyl)-1-(5-(3,3-difluoropyrrolidin-1-yl)pyrimidin-2-yl)-5-methyl-1H-pyrrole-3-carboxamide